C(CCCCCCCCC)NC1=NC(=NC(=N1)S)S 6-(decylamino)-1,3,5-triazine-2,4-dithiol